C(#N)C1=CC(=C(COC2=CC=CC(=N2)N2C=C3C(=C2)CN(C3)CC3=NC2=C(N3C[C@H]3OCC3)C=C(C=C2)C(=O)OC)C=C1)F methyl (S)-2-((5-(6-((4-cyano-2-fluorobenzyl)oxy)pyridin-2-yl)-3,5-dihydropyrrolo[3,4-c]pyrrol-2(1H)-yl)methyl)-1-(oxetan-2-ylmethyl)-1H-benzo[d]imidazole-6-carboxylate